(S)-6-(3-(3-(difluoromethyl)phenyl)isoxazolidin-2-yl)-N-(2-methoxy-4-(4-(4-methylpiperazin-1-yl)piperidin-1-yl)phenyl)pyrimidin-4-amine FC(C=1C=C(C=CC1)[C@H]1N(OCC1)C1=CC(=NC=N1)NC1=C(C=C(C=C1)N1CCC(CC1)N1CCN(CC1)C)OC)F